C1(CC1)CC=1SC(=CN1)C(=O)N (cyclopropylmethyl)-1,3-thiazole-5-carboxamide